FC(C(=O)O)(F)F.NCC1=CC=C(CNC(COC2=C3C(N(C(C3=CC=C2)=O)C2C(NC(CC2)=O)=O)=O)=O)C=C1 N-(4-(aminomethyl)benzyl)-2-((2-(2,6-dioxopiperidin-3-yl)-1,3-dioxoisoindolin-4-yl)oxy)acetamide Trifluoroacetate Salt